C(C)(=O)NC1=C(C=C(C=C1)NC1=NC=NC(=N1)NNC(=O)OC)O 4-((4-acetamido-3-hydroxyphenyl)amino)-6-(2-(methoxycarbonyl)hydrazinyl)-1,3,5-triazin